BrC1=CC2=CN(N=C2C=C1OC(C)C)C12COC(CC1)(C2)C 5-bromo-6-isopropoxy-2-(1-methyl-2-oxabicyclo[2.2.1]hept-4-yl)-2H-indazole